6-isopropyl-5-(7-methyl-[1,2,4]triazolo[1,5-a]pyridin-6-yl)-2-(1,4-dioxaspiro[4.5]dec-8-yl)-4H-pyrrolo[3,2-d]thiazole-4-carboxylic acid tert-butyl ester C(C)(C)(C)OC(=O)N1C(=C(C=2N=C(SC21)C2CCC1(OCCO1)CC2)C(C)C)C=2C(=CC=1N(C2)N=CN1)C